CC1=NC(=CC(=N1)C1=CN(C2=C1C(=NC=C2)C(F)(F)F)CCO)OC2CCC(CC2)C(F)(F)F 2-[3-(2-methyl-6-{[(1r,4r)-4-(trifluoromethyl)cyclohexyl]oxy}-pyrimidin-4-yl)-4-(trifluoromethyl)-1H-pyrrolo[3,2-c]pyridin-1-yl]ethan-1-ol